8-((4-bromo-2-fluorophenyl)amino)-5-iodo-7-methyl-3,4-dihydro-2,7-naphthyridine-1,6(2h,7h)-dione BrC1=CC(=C(C=C1)NC=1N(C(C(=C2CCNC(C12)=O)I)=O)C)F